1,3-Bis(2,6-diisopropylphenyl-imidazol-2-ylidene)gold(I) chloride CC(C)C1=C(C(=CC=C1)C(C)C)N2C=CN(C2=[Au]Cl)C3=C(C=CC=C3C(C)C)C(C)C